butyl-2-(((tert-butyldimethylsilyl)oxy)methyl)-5,6-dihydroimidazo[1,2-a]pyrazine C(CCC)C1=C(N=C2N1CCN=C2)CO[Si](C)(C)C(C)(C)C